C(C1=CC=CC=C1)OCCCC[C@H](C)O (S)-6-(benzyloxy)hexan-2-ol